The molecule is a glycosyloxyflavone that is kaempferol attached to a 6-O-[(2E)-3-(4-hydroxyphenyl)prop-2-enoyl]-beta-D-glucopyranosyl residue at position 3 via a glycosidic linkage. It has a role as a plant metabolite. It is a glycosyloxyflavone, a cinnamate ester, a trihydroxyflavone and a monosaccharide derivative. It derives from a kaempferol and a trans-4-coumaric acid. C1=CC(=CC=C1/C=C/C(=O)OC[C@@H]2[C@H]([C@@H]([C@H]([C@@H](O2)OC3=C(OC4=CC(=CC(=C4C3=O)O)O)C5=CC=C(C=C5)O)O)O)O)O